C(C)NCCOC=1C=CC(=C(C(=O)NC2(CC2)C2=CC=CC3=CC=CC=C23)C1)C 5-(2-(Ethylamino)ethoxy)-2-methyl-N-(1-(naphthalen-1-yl)cyclopropyl)benzamide